2-((1R,4R)-5-(5-bromopyridin-2-yl)-2,5-diazabicyclo[2.2.1]hept-2-yl)acetic acid tert-butyl ester C(C)(C)(C)OC(CN1[C@H]2CN([C@@H](C1)C2)C2=NC=C(C=C2)Br)=O